C(=C)C1=CC=C(C=C1)CCC1=CC=C(C=C1)C=C 1,2-di(p-vinylphenyl)ethane